FC(C1=NC=CC=C1CCCC(=O)O)(F)F 2-(trifluoromethyl)-3-pyridinebutanoic acid